C1(CC1)C(=O)NC1=NC=C(C(=O)NC([2H])([2H])[2H])C(=C1)NC1=C2N(CC=3N(C2=CC=C1)N=C(C3)C(F)(F)F)C 6-(cyclopropanecarboxamido)-N-(methyl-d3)-4-((5-methyl-2-(trifluoromethyl)-4,5-dihydropyrazolo[1,5-a]quinoxalin-6-yl)amino)nicotinamide